CN1CCC(CC1)N1CC2(CC2)CN(C1=O)CC1=CC=C(C=C1)OCC(C)C 5-(1-methylpiperidin-4-yl)-7-[[4-(2-methylpropyloxy)phenyl]methyl]-5,7-diazaspiro[2.5]octan-6-one